BrC1=CC=2C3=C(NC(NC2C=N1)C1=C(C(=CC=C1F)CO[Si](C)(C)C(C)(C)C)F)C(=NN3COCC[Si](C)(C)C)Cl 9-bromo-5-(3-(((tert-butyldimethylsilyl)oxy)methyl)-2,6-difluorophenyl)-3-chloro-1-((2-(trimethylsilyl)ethoxy)methyl)-1,4,5,6-tetrahydropyrazolo[4,3-d]pyrido[4,3-f][1,3]diazepine